5'-chloro-N-(2-cyanoethyl)-N-methyl-7'-oxo-7',8'-dihydro-6'H-spiro[cyclohexane-1,9'-furo[2,3-f]quinazoline]-2'-carboxamide ClC=1C=C2C(=C3C4(NC(NC13)=O)CCCCC4)OC(=C2)C(=O)N(C)CCC#N